(E)-N-(3,7,11,15-tetramethylhexadeca-2-en-1-yl)acetamide C\C(=C/CNC(C)=O)\CCCC(CCCC(CCCC(C)C)C)C